tert-butyl 4-[2-[2-(p-tolylsulfonyloxy)ethoxy] ethoxy]piperidine-1-carboxylate C1(=CC=C(C=C1)S(=O)(=O)OCCOCCOC1CCN(CC1)C(=O)OC(C)(C)C)C